N,N-dimethylcyclopropane-1-carboxamide CN(C(=O)C1CC1)C